4-bromo-N-methoxy-N-methyl-3-(((triisopropylsilyl)oxy)methyl)benzamide BrC1=C(C=C(C(=O)N(C)OC)C=C1)CO[Si](C(C)C)(C(C)C)C(C)C